5-[2-(tert-butoxy)-2-oxoethyl]imidazo[1,2-a]pyridin-8-yl 4-{[(1E)-{[(tert-butoxy)carbonyl]amino}({[(tert-butoxy)carbonyl]imino})methyl]amino}benzoate C(C)(C)(C)OC(=O)N/C(=N/C(=O)OC(C)(C)C)/NC1=CC=C(C(=O)OC=2C=3N(C(=CC2)CC(=O)OC(C)(C)C)C=CN3)C=C1